1-(3-(2-chloro-pyridin-3-yl)-1H-pyrazolo[3,4-b]-pyrazin-6-yl)-4-methyl-piperidin-4-amine ClC1=NC=CC=C1C1=NNC2=NC(=CN=C21)N2CCC(CC2)(N)C